C1(CCCCC1)P(C1=C(C=CC=C1)C=1C(=CC=CC1N(C)C)N(C)C)C1CCCCC1 2'-(dicyclohexylphosphanyl)-N,N,N',N'-tetramethylbiphenyl-2,6-diamine